ClC1=NC(=CC(=N1)N1CCC(CC1)NC(C1=CC=C(C=C1)F)=O)C N-(1-(2-Chloro-6-methylpyrimidin-4-yl)piperidin-4-yl)-4-fluorobenzamide